C(C)C=1C(NC=2C=C(C=NC2C1)CN1CCN([C@@H]2CC[C@H]12)C=1C=CC(=NC1)C(=O)NC)=C=O 5-((1R,6S)-5-((7-ethyl-6-carbonyl-5,6-dihydro-1,5-naphthyridin-3-yl)methyl)-2,5-diazabicyclo[4.2.0]octan-2-yl)-N-methylpyridine-2-carboxamide